(2-amino-4-phenylthiazol-5-yl)(morpholino)methanone NC=1SC(=C(N1)C1=CC=CC=C1)C(=O)N1CCOCC1